4-(dimethylamino)-N-(4-methoxy-2-(methyl(2-(methylamino)ethyl)amino)-5-((4-(8-methyl-imidazo[1,5-a]pyridin-3-yl)pyrimidin-2-yl)amino)phenyl)but-2-ynamide CN(CC#CC(=O)NC1=C(C=C(C(=C1)NC1=NC=CC(=N1)C1=NC=C2N1C=CC=C2C)OC)N(CCNC)C)C